N[C@@](C(=O)O)(CCCCB(O)O)C1CC(C1)NCC1=C(C=CC=C1)C1=CC=C(C=C1)Cl (S)-2-amino-6-borono-2-((1S,3R)-3-((4'-chlorobiphenyl-2-yl)methylamino)cyclobutyl)hexanoic acid